OC=1C=C(CNC(C2=CC=CC=C2)=O)C=CC1OC N-(3-hydroxy-4-methoxybenzyl)benzamide